3-(4-ethoxyphenyl)-1-(2,2-dimethyl-2,3-dihydrobenzofuran-5-yl)-2-propen-1-one C(C)OC1=CC=C(C=C1)C=CC(=O)C=1C=CC2=C(CC(O2)(C)C)C1